1-(5-methylpyrazin-2-yl)methylamine CC=1N=CC(=NC1)CN